FC=1C(=NC=CN1)CN1C(C(=C(C=2C1=NC=CN2)C)C2CCN(CC2)C2=C(C=CC=C2)C(F)(F)F)=O 5-((3-fluoropyrazin-2-yl)methyl)-8-methyl-7-(1-(2-(trifluoromethyl)phenyl)piperidin-4-yl)pyrido[2,3-b]pyrazin-6(5H)-one